1-iodo-3,6-dimethylimidazo[1,5-a]pyrazin-8-amine IC=1N=C(N2C1C(=NC(=C2)C)N)C